2-(3,5-dichloro-4-((7,7-dimethyl-1-oxo-2,5,6,7-tetrahydro-1H-cyclopenta[d]pyridazin-4-yl)oxy)phenyl)-3,5-dioxo-2,3,4,5-tetrahydro-1,2,4-triazine-6-carbonitrile ClC=1C=C(C=C(C1OC=1C2=C(C(NN1)=O)C(CC2)(C)C)Cl)N2N=C(C(NC2=O)=O)C#N